C1=CC(=CC(=C1)I)F M-fluoroiodobenzene